FC=1C=C(C=C(C1O)F)[C@@H](CN1C[C@@H]2[C@H](C1)CC(C2)OC2=C(C=C(C=C2)F)F)O (3aR,5R,6aS)-2-((S)-2-(3,5-difluoro-4-hydroxyphenyl)-2-hydroxyethyl)-5-(2,4-difluorophenoxy)hexahydrocyclopenta[c]pyrrol